N,N'-di-[4-(methanesulfonyloxy)phenyl]urea CS(=O)(=O)OC1=CC=C(C=C1)NC(=O)NC1=CC=C(C=C1)OS(=O)(=O)C